C(CCC)C=1C=C(C(=CC1)N)N 4-butylbenzene-1,2-diamine